(E)-7-(dimethoxymethyl)-3,4-dihydro-2H-1,8-naphthyridine-1-carboxamide COC(C1=CC=C2CCCN(C2=N1)C(=O)N)OC